N1C=NC2=C1C=CC(=C2)CNC(N(C2CCN(CC2)C)CC2=C(C=C(C=C2)F)F)=O 3-[(1H-1,3-benzodiazol-5-yl)methyl]-1-[(2,4-difluorophenyl)methyl]-1-(1-methylpiperidin-4-yl)urea